N1(CCN(CCN(CCNCC1)CC(=O)[O-])CC(=O)[O-])CC(=O)OC(C)(C)C tert-butyl 2,2',2''-(1,4,7,10-tetraazacyclododecan-1,4,7-triyl)triacetate